C(N([C@@H](CC(C)C)C(=O)N1C([C@]2(C[C@H]1C(=O)N)C(NC1=CC=CC=C12)=O)([2H])[2H])C(=O)C=1NC2=C(C(=CC(=C2C1)F)F)F)([2H])([2H])[2H] (3R,5'S)-1'-(N-(methyl-d3)-N-(4,6,7-trifluoro-1H-indole-2-carbonyl)-L-leucyl)-2-oxospiro[indoline-3,3'-pyrrolidine]-2',2'-d2-5'-carboxamide